(R)-3-methyl-1-((4-(3-methylmorpholino)-2-(1H-pyrrolo[2,3-b]pyridin-4-yl)thieno[3,2-d]pyrimidin-7-yl)methyl)azetidin-3-ol CC1(CN(C1)CC1=CSC2=C1N=C(N=C2N2[C@@H](COCC2)C)C2=C1C(=NC=C2)NC=C1)O